1,2-dimethyl-6-(trifluoromethyl)-1H-benzo[d]imidazol CN1C(=NC2=C1C=C(C=C2)C(F)(F)F)C